tert-butyl N-(3-aminopropyl)-carbamate NCCCNC(OC(C)(C)C)=O